Gallium (heptanedioate) C(CCCCCC(=O)[O-])(=O)[O-].[Ga+3].C(CCCCCC(=O)[O-])(=O)[O-].C(CCCCCC(=O)[O-])(=O)[O-].[Ga+3]